FC1=C(C=C(C=C1)N1C(N(C(C1)=O)[C@@H]1CC[C@H](CC1)OC=1C=C2C(=NC1)C=CS2)=O)C(F)(F)F 1-[4-fluoro-3-(trifluoromethyl)phenyl]-3-[trans-4-(thieno[3,2-b]pyridin-6-yloxy)cyclohexyl]-2,4-imidazolidinedione